(2S)-1-(benzyloxy)-1-oxo-3-[4-(trifluoromethoxy)phenyl]propan-2-yl (2S)-4-fluoro-4-methyl-2-(methylamino)pentanoate Hydrochloride Cl.FC(C[C@@H](C(=O)O[C@H](C(=O)OCC1=CC=CC=C1)CC1=CC=C(C=C1)OC(F)(F)F)NC)(C)C